O=C1NC(CCC1N1C(C2=CC=CC(=C2C1=O)OCC=1N=NN(C1)C1CCN(CC1)C(=O)OC(C)(C)C)=O)=O tert-butyl 4-(4-(((2-(2,6-dioxopiperidin-3-yl)-1,3-dioxoisoindolin-4-yl)oxy)methyl)-1H-1,2,3-triazol-1-yl)piperidine-1-carboxylate